(S)-1-(2-((2-chloro-4-fluorophenyl)-amino)-5-methyl-pyrimidin-4-yl)-N-(1-(3-chlorophenyl)-2-hydroxyethyl)-1H-imidazole-4-carboxamide ClC1=C(C=CC(=C1)F)NC1=NC=C(C(=N1)N1C=NC(=C1)C(=O)N[C@H](CO)C1=CC(=CC=C1)Cl)C